N-(1-(2-bromo-6-chloropyridin-4-yl)-1-hydroxy-3-methylbutan-2-yl)-2-chloro-acetamide BrC1=NC(=CC(=C1)C(C(C(C)C)NC(CCl)=O)O)Cl